N1=C(C=CC2=NC=CC=C12)C1=NNC2=C(C=CC=C12)CN 1-[3-(1,5-naphthyridin-2-yl)-1H-indazol-7-yl]methanamine